ClC=1C(=NC=CC1)C(=O)N1C[C@H]2[C@@H](C1)CN(C2)C2=CC=C(C=N2)C=2C=1N(C=C(C2)C=2C=NN(C2)C)N=CC1C#N 4-(6-((3aR,6aS)-5-(3-chloropicolinoyl)hexahydropyrrolo[3,4-c]pyrrol-2(1H)-yl)pyridin-3-yl)-6-(1-methyl-1H-pyrazol-4-yl)pyrazolo[1,5-a]pyridine-3-carbonitrile